C1(=CC=CC=C1)[Mg]Br phenylmagnesium bromide